[Si](C)(C)(C(C)(C)C)O[C@@H]1C[C@H](N(C1O)C(=O)OC(C)(C)C)C(=O)OC 1-(tert-butyl) 2-methyl (2S,4R)-4-((tert-butyldimethylsilyl)oxy)-5-hydroxypyrrolidine-1,2-dicarboxylate